[Mg].FC(C=1NC(=C(N1)C#N)C#N)(F)F 2-trifluoromethyl-4,5-dicyanoimidazole magnesium